4-[2-propoxyethyl-[4-(5,6,7,8-tetrahydro-1,8-naphthyridin-2-yl)butyl]amino]-2-[[2-(trifluoromethyl)benzoyl]amino]butanoic acid C(CC)OCCN(CCC(C(=O)O)NC(C1=C(C=CC=C1)C(F)(F)F)=O)CCCCC1=NC=2NCCCC2C=C1